2-(2-cyclopropyl-3-(5-methoxypyridin-3-yl)phenyl)-N-((1R,6S)-2,2-difluoro-6-((1-isopropylpiperidin-4-yl)oxy)cyclohexyl)acetamide C1(CC1)C1=C(C=CC=C1C=1C=NC=C(C1)OC)CC(=O)N[C@H]1C(CCC[C@@H]1OC1CCN(CC1)C(C)C)(F)F